1-(4-(3-((3-(trifluoromethyl)phenyl)amino)pyrazin-2-yl)piperazin-1-yl)prop-2-en-1-one FC(C=1C=C(C=CC1)NC=1C(=NC=CN1)N1CCN(CC1)C(C=C)=O)(F)F